(3S,4R)-3-fluoro-1-[4-({8-[(2R,3S)-3-(methanesulfonyl-methyl)-2-methylazetidin-1-yl]-5-(propan-2-yl)-2,6-naphthyridin-3-yl}amino)pyrimidin-2-yl]-4-methyl-piperidin-4-ol F[C@H]1CN(CC[C@]1(O)C)C1=NC=CC(=N1)NC=1N=CC2=C(C=NC(=C2C1)C(C)C)N1[C@@H]([C@H](C1)CS(=O)(=O)C)C